5-(hydroxymethyl)morpholin-3-one OCC1COCC(N1)=O